ClC1=CC=2CC(OCC=3C=CC=CC3C3=C(C=C(C(NS(C(=C1O)C2)(=O)=O)=C3)F)F)=O 14-chloro-20,22-difluoro-15-hydroxy-17,17-dioxo-9-oxa-17λ6-thia-18-azatetracyclo[17.3.1.112,16.02,7]tetracosan-1(22),2(7),3,5,12(24),13,15,19(23),20-nonaen-10-one